Phenylnorbornen C1(=CC=CC=C1)C12C=CC(CC1)C2